C(C)(C)(C)OC(=O)N1C(CC[C@@H](C1)NC1=NC=2N(C(=C1)N(C(=O)OC(C)(C)C)C1=CC(=CC=C1)N)N=CC2C(C)C)(C)C (S)-5-((7-((3-aminophenyl)(tert-butoxycarbonyl)amino)-3-isopropylpyrazolo[1,5-a]Pyrimidin-5-yl)amino)-2,2-dimethylpiperidine-1-carboxylic acid tert-butyl ester